CC1(CC1)C1=NN=C(O1)C(=O)N1[C@H](C2=C(CC1)NC=N2)C2=NN1C(C(=CC=C1)C)=C2 (R)-(5-(1-methylcyclopropyl)-1,3,4-oxadiazol-2-yl)(4-(4-methylpyrazolo[1,5-a]pyridin-2-yl)-6,7-dihydro-1H-imidazo[4,5-c]pyridin-5(4H)-yl)methanone